FC1=C2C(CCOC2=CC(=C1)O[C@@H](C1=CC=C(C(=O)N)C=C1)C1=CC=NC=C1)=O (S)-4-(((5-Fluoro-4-oxochroman-7-yl)oxy)(pyridin-4-yl)methyl)benzamide